N-(4-((4-(2-methyltetrahydro-2H-pyran-2-yl)-4-phenethyl-piperidin-1-yl)methyl)phenyl)acetamide CC1(OCCCC1)C1(CCN(CC1)CC1=CC=C(C=C1)NC(C)=O)CCC1=CC=CC=C1